N'-((2R,3S)-2-((((R)-4-(4,4,5,5-tetramethyl-1,3,2-dioxaborolan-2-yl)cyclohex-3-en-1-yl)oxy)methyl)piperidin-3-yl)-N,N-dimethyl-sulfamide CC1(OB(OC1(C)C)C1=CC[C@@H](CC1)OC[C@@H]1NCCC[C@@H]1NS(=O)(=O)N(C)C)C